CC1=C(C(=C2C(=C1O)C(=O)C[C@H](O2)C3=CC=C(C=C3)OC)C)O The molecule is a dihydroxyflavanone that is (2S)-flavanone with hydroxy groups at positions 5 and 7, methyl groups at positions 6 and 8 and a methoxy group at position 4'. It has a role as a radical scavenger and a plant metabolite. It is a dihydroxyflavanone, a monomethoxyflavanone and a member of 4'-methoxyflavanones. It derives from a (2S)-flavanone.